ClC1=CC(=C(C(=O)NC2=C(C=CC(=C2)C)OC)C=C1)[N+](=O)[O-] 4-chloro-N-(2-methoxy-5-methylphenyl)-2-nitrobenzamide